3-isopropyl-2-oxo-2,3-dihydro-1H-benzo[d]imidazol C(C)(C)N1C(NC2=C1C=CC=C2)=O